[(3S)-5-oxo-1-(4-piperidyl)pyrrolidin-3-yl]-4-[3-[2-(cyclopropoxy)-3-pyridyl]pyrazolo[1,5-a]pyrimidin-5-yl]piperazine-1-carboxylate O=C1C[C@@H](CN1C1CCNCC1)OC(=O)N1CCN(CC1)C1=NC=2N(C=C1)N=CC2C=2C(=NC=CC2)OC2CC2